[2-(1,3-oxazol-5-yl)pyridin-4-yl]methylamine O1C=NC=C1C1=NC=CC(=C1)CN